(R)-(1-(3-methyl-2-(1-(pyrazin-2-ylmethyl)-1H-indol-2-yl)imidazo[1,2-a]pyridine-7-carbonyl)piperidin-3-yl)carbamic acid tert-butyl ester C(C)(C)(C)OC(N[C@H]1CN(CCC1)C(=O)C1=CC=2N(C=C1)C(=C(N2)C=2N(C1=CC=CC=C1C2)CC2=NC=CN=C2)C)=O